C(C)(C)(C)OC(=O)N1[C@@H]2[C@@H]([C@@H](C[C@H]1CC2)NC2=CN=C(N=N2)SC)F (1S,2R,3R,5R)-2-fluoro-3-((3-(methylthio)-1,2,4-triazin-6-yl)amino)-8-azabicyclo[3.2.1]Octane-8-carboxylic acid tert-butyl ester